C(C)(C)C1=CC=C(C=C1)C1=NC(=NO1)[C@H](C)N1C(OC2=C(C1=O)N=CC=C2OC)=O (S)-3-(1-(5-(4-isopropylphenyl)-1,2,4-oxadiazol-3-yl)ethyl)-8-methoxy-2H-pyrido[2,3-e][1,3]oxazine-2,4(3H)-dione